C[C@]12CC3(CC(C[C@@](C1)(C3)C)C2)NC(NC2=C(C=C(C(=O)N3C[C@H](CCC3)C(=O)O)C=C2)F)=O (S)-1-(4-{3-[(1r,3R,5S,7S)-3,5-dimethyladamantan-1-yl]ureido}-3-Fluorobenzoyl)piperidine-3-carboxylic acid